Ethyl (Z)-3-(2-chlorophenyl)-2-fluorobut-2-enoate ClC1=C(C=CC=C1)\C(=C(\C(=O)OCC)/F)\C